NOC(=O)C1=CC=C(O)C=C1 aminoparaben